3-bromo-9-[4-(1-naphthyl)phenyl]-9H-carbazole BrC=1C=CC=2N(C3=CC=CC=C3C2C1)C1=CC=C(C=C1)C1=CC=CC2=CC=CC=C12